C1=CC=CC=2C3=CC=CC=C3C(C12)COC(=O)NC(C([O-])=S)CO[Si](C)(C)C(C)(C)C 2-((((9H-fluoren-9-yl)methoxy)carbonyl) amino)-3-((tert-butyldimethylsilyl)oxy)propanethioate